2-butyl-2-ethyl-1,5-Pentanediamine C(CCC)C(CN)(CCCN)CC